BrC1=C(C(=C2C(=NC(=NC2=C1F)S(=O)(=O)C)N1CC2CCC(C1)N2C(=O)OC(C)(C)C)F)C2=CC(=CC1=CC=CC(=C21)F)OCOC tert-butyl 3-(7-bromo-5,8-difluoro-6-(8-fluoro-3-(methoxymethoxy)naphthalen-1-yl)-2-(methyl sulfonyl) quinazolin-4-yl)-3,8-diazabicyclo[3.2.1]octane-8-carboxylate